6-({[5-(2-Chlorophenyl)-1,3-oxazol-2-yl]methyl}sulfanyl)-1,3,5-triazin-2,4-diamin ClC1=C(C=CC=C1)C1=CN=C(O1)CSC1=NC(=NC(=N1)N)N